C(C)C(C=CC(=O)O)CC=C 4-ethylhept-2,6-dienoic acid